tert-butyl N-[5-[2-[3-(4-hydroxybutoxy)-4-pyridyl]ethynyl]-8-(methylamino)-2,7-naphthyridin-3-yl]carbamate OCCCCOC=1C=NC=CC1C#CC1=C2C=C(N=CC2=C(N=C1)NC)NC(OC(C)(C)C)=O